BrC=1C=C(N(C1)COCC[Si](C)(C)C)C(C(C)C)=O 1-(4-bromo-1-((2-(trimethylsilyl)ethoxy)methyl)-1H-pyrrol-2-yl)-2-methylpropan-1-one